3-pentylmercaptan CCC(CC)S